7-Bromo-1,2-diphenyl-benzo[e]benzimidazol BrC1=CC2=C(C3=C(N=C(N3C3=CC=CC=C3)C3=CC=CC=C3)C=C2)C=C1